1-(4-Bromo-1H-pyrrol-2-yl)ethan-1-one BrC=1C=C(NC1)C(C)=O